(S)-2-((4-(3-aminomethylpyrrolidin-1-yl)pyrimidin-5-yl)oxy)-N-ethyl-5-fluoro-N-isopropylbenzamide NC[C@H]1CN(CC1)C1=NC=NC=C1OC1=C(C(=O)N(C(C)C)CC)C=C(C=C1)F